C(C)(=O)N1CC=2N(CC1)C(=NC2C=2C=CC=C1C=C(N=CC21)C=2C=CC(=NC2)C(=O)NC\C(=C(/C)\C2=C1CN(C(C1=CC=C2)=O)C2C(NC(CC2)=O)=O)\C)CC (E)-5-(8-(7-Acetyl-3-ethyl-5,6,7,8-tetrahydroimidazo[1,5-a]pyrazin-1-yl)isoquinolin-3-yl)-N-(3-(2-(2,6-dioxopiperidin-3-yl)-1-oxoisoindolin-4-yl)-2-methylbut-2-en-1-yl)picolinamide